ClC1=C(C=C(C=C1)F)NC1=NC=C(C(=O)OC)C=C1[N+](=O)[O-] methyl 6-((2-chloro-5-fluorophenyl)amino)-5-nitronicotinate